N,N-dimethyl-7-morpholino-5-(3-(m-tolyl)-1H-pyrazol-1-yl)pyrazolo[1,5-a]pyrimidine-2-carboxamide CN(C(=O)C1=NN2C(N=C(C=C2N2CCOCC2)N2N=C(C=C2)C=2C=C(C=CC2)C)=C1)C